OC1=C(CNCCNCC2=C(C=CC(=C2)CCC(=O)O)O)C=C(C=C1)CCC(=O)O bis[2-hydroxy-5-(carboxyethyl)-benzyl]ethylenediamine